OC1(CC(C1)C(=O)N1CC2(C1)CC(C2)CC2=C(C=CC=C2)OC)C ((1s,3s)-3-Hydroxy-3-methylcyclobutyl)(6-(2-methoxybenzyl)-2-azaspiro[3.3]heptan-2-yl)methanone